Cl.N1(CCNCC1)C(=O)O piperazine-1-carboxylate hydrochloride